BrC1=CC(=C(C=C1OC)C1=C(C=C(C(=C1)OC)Br)I)I 4,4'-dibromo-2,2'-diiodo-5,5'-dimethoxy-1,1'-biphenyl